6-(2-methylphenyl)-1-(3,4,5-trimethoxyphenyl)-1H-benzo[d][1,2,3]triazole CC1=C(C=CC=C1)C=1C=CC2=C(N(N=N2)C2=CC(=C(C(=C2)OC)OC)OC)C1